5-methyl-1-(methyl-d3)-4,5-dihydro-1H-pyrazolo[4,3-c]quinolone CN1CC2=C(C=3C=CC=CC13)N(NC2=O)C([2H])([2H])[2H]